FC(C(=O)O)(F)F.BrC1=CC(=C(C=C1)C=C1CNC1)C 3-[(4-bromo-2-methyl-phenyl)methylene]azetidine, trifluoroacetate salt